CN(CCCOC1=C(C=C(C=N1)C1=CC=2C3=C(C=NC2C=C1)N(C(C31CC1)=O)C)NC(C)C)C 8'-(6-(3-(Dimethylamino)propoxy)-5-(isopropylamino)pyridin-3-yl)-3'-methylspiro[cyclopropane-1,1'-pyrrolo[2,3-c]quinolin]-2'(3'H)-one